2-ethoxy-5-isobutyrylamino-N-(1-(3-(methylcarbamoyl)phenyl)ethyl)benzamide C(C)OC1=C(C(=O)NC(C)C2=CC(=CC=C2)C(NC)=O)C=C(C=C1)NC(C(C)C)=O